N1=CC=C(C=C1)NC1=CC(=NC=N1)NC1=CC2=C(C(NC23CCCCC3)=O)S1 2'-((6-(pyridin-4-ylamino)pyrimidin-4-yl)amino)spiro[cyclohexane-1,4'-thieno[2,3-c]pyrrol]-6'(5'H)-one